sodium hydroxysulfosuccinimide OC1(C(=O)NC(C1)=O)S(=O)(=O)O.[Na]